(5-(4-(4,5-difluoro-2-(2-hydroxybutan-2-yl)phenylamino)-1,3,5-triazin-2-ylamino)-2-((R)-2-((dimethylamino)methyl)azetidin-1-yl)-4-methoxyphenyl)acrylamide FC1=CC(=C(C=C1F)NC1=NC(=NC=N1)NC=1C(=CC(=C(C1)C(C(=O)N)=C)N1[C@H](CC1)CN(C)C)OC)C(C)(CC)O